BrC1=C(C2=CC=CC=C2C(=C1Br)OC)OC(C=C)=O 2,3-dibromo-4-methoxy-1-acryloyloxynaphthalene